Dibenzyl-isobutyryl-L-aspartic acid C(C1=CC=CC=C1)C([C@H](NC(C(C)C)=O)C(=O)O)(C(=O)O)CC1=CC=CC=C1